3-chloro-1H-pyrazolo[3,4-c]pyridine ClC1=NNC2=CN=CC=C21